L-3,2'-dihydroxyflavone OC1=C(OC2=CC=CC=C2C1=O)C1=C(C=CC=C1)O